2-(2-(diethylamino)ethyl)indeno[1,2,3-DE]Phthalazin-3(2H)-one C(C)N(CCN1C(C=2C=CC=C3C2C(=N1)C1=CC=CC=C13)=O)CC